C1(CC1)OC1=NC=C(C=O)C=C1 6-Cyclopropoxynicotinaldehyde